C(=O)O.C(N)(OCC(CC1=CC=CC=C1)N)=O 2-amino-3-phenylpropyl carbamate formate salt